2-(2-Ethylbutyrylamino)-5-(3-(5,6,7,8-tetrahydro-1,8-naphthyridin-2-yl)propoxy)pentanoic acid C(C)C(C(=O)NC(C(=O)O)CCCOCCCC1=NC=2NCCCC2C=C1)CC